diisobutylalumoxane C(C(C)C)C1O[Al](CCC1)CC(C)C